3,3'-(((((2-(3-(2-carboxy-2-(pyrrolidin-3-yl)ethyl)phenoxy)acetyl)azanediyl)bis(ethane-2,1-diyl))bis(oxy))bis(3,1-phenylene))bis(2-(pyrrolidin-3-yl)propanoic acid) C(=O)(O)C(CC=1C=C(OCC(=O)N(CCOC=2C=C(C=CC2)CC(C(=O)O)C2CNCC2)CCOC=2C=C(C=CC2)CC(C(=O)O)C2CNCC2)C=CC1)C1CNCC1